O=C1NC(CCC1N1C(C2=CC(=C(C=C2C1=O)F)N1CCC(CC1)CCO)=O)=O 2-(2,6-dioxopiperidin-3-yl)-5-fluoro-6-(4-(2-Hydroxyethyl)piperidin-1-yl)isoindoline-1,3-dione